(R)-2-methyl-N-[(1S)-1-[3-(1-piperidinyl)-1,2,4-thiadiazol-5-yl]ethyl]propane-2-sulfinamide tert-butyl-3-(2-oxo-2-((3-(trifluoromethoxy)phenyl)amino)ethyl)azetidine-1-carboxylate C(C)(C)(C)OC(=O)N1CC(C1)CC(NC1=CC(=CC=C1)OC(F)(F)F)=O.CC(C)(C)[S@@](=O)N[C@@H](C)C1=NC(=NS1)N1CCCCC1